tert-butyl (S)-2-((4-(6-((3-methylpyrazolo[1,5-a]pyridin-5-yl) methoxy) pyridin-2-yl) piperidin-1-yl) methyl)-1-((oxetan-2-yl) methyl)-1H-benzo[d]imidazole-6-carboxylate CC=1C=NN2C1C=C(C=C2)COC2=CC=CC(=N2)C2CCN(CC2)CC2=NC1=C(N2C[C@H]2OCC2)C=C(C=C1)C(=O)OC(C)(C)C